methyl-((2-methylphenyl)methyl)sulfonium methanesulfonate CS(=O)(=O)[O-].C[SH+]CC1=C(C=CC=C1)C